formyl-propionamide C(=O)C(C(=O)N)C